C(C)(=O)NC1(C(C(=C(C(=C1I)C(=O)NC(CO)CO)I)C(=O)NC(CO)CO)I)NC([C@H](C)O)=O 5-acetylamino-N,N'-Bis[2-hydroxy-1-(hydroxymethyl)ethyl]-5-[[(2S)-2-hydroxy-1-oxopropyl]amino]-2,4,6-triiodo-1,3-benzenedicarboxamide